7,7-dimethyl-5H-thieno[3,4-d]pyrimidine-2-carbonitrile CC1(SCC2=C1N=C(N=C2)C#N)C